C(C=C)(=O)N1[C@@H](CCC1)C=1N(C(=C(N1)C1=CC=C(C=C1)C(NC1=NC=CC(=C1)C)=O)C(=O)N)NC (S)-2-(1-acryloylpyrrolidin-2-yl)-1-(methyl-amino)-4-(4-((4-methylpyridin-2-yl)carbamoyl)phenyl)-1H-imidazole-5-carboxamide